cyclobutyl-benzoic acid C1(CCC1)C1=C(C(=O)O)C=CC=C1